N1CC(CCC1)NC1=NC=C(C(=N1)C1=CNC=2C(NCC21)=O)C(F)(F)F 3-{2-[(piperidin-3-yl)amino]-5-(trifluoromethyl)pyrimidin-4-yl}-1H,4H,5H,6H-pyrrolo[2,3-c]pyrrol-6-one